C(CCCCCCCCC)OC(CCCCCC\C=C/CCO)OCCCCCCCCCC (3Z)-11,11-didecyloxy-3-undecen-1-ol